5-chloro-N-((1r,4r)-4-((3-(6-(3-fluoroazetidin-1-yl)pyridin-3-yl)-2-oxo-2,3-dihydro-1H-benzo[d]imidazol-1-yl)methyl)cyclohexyl)-2-methylnicotinamide ClC=1C=NC(=C(C(=O)NC2CCC(CC2)CN2C(N(C3=C2C=CC=C3)C=3C=NC(=CC3)N3CC(C3)F)=O)C1)C